(R)-N-(4-chlorobenzyl)-1-methyl-4-(2-(p-tolyl)-2H-pyrazolo[3,4-d]pyrimidin-4-yl)piperazine-2-carboxamide ClC1=CC=C(CNC(=O)[C@@H]2N(CCN(C2)C=2C=3C(N=CN2)=NN(C3)C3=CC=C(C=C3)C)C)C=C1